lithium magnesium strontium calcium phosphate P(=O)([O-])([O-])[O-].[Ca+2].[Sr+2].[Mg+2].[Li+]